COC1=CC2=C(SC(=C2)C(=O)N(CC=2OC(=CC2)C)CCC(=O)NC)C(=C1)C=1C=NC=C(C1)OC 5-methoxy-7-(5-methoxypyridin-3-yl)-N-(3-(methylamino)-3-oxopropyl)-N-((5-methylfuran-2-yl)methyl)benzo[b]thiophene-2-carboxamide